NC=1C=2N(C3=CC(=CC=C3N1)C(=O)N([C@@H]1COC3=C1C=CC(=C3)C#CC3(COC3)C)C)C=NC2 (S)-4-amino-N-methyl-N-(6-((3-methyloxetan-3-yl)ethynyl)-2,3-dihydrobenzofuran-3-yl)imidazo[1,5-a]quinoxaline-8-carboxamide